NC1CCN(CC1)CCC=O 3-(4-AMINOPIPERIDIN-1-YL)PROPANAL